C(C)OC(=O)C=1N2C(SC1SCCC1=CC=CC=C1)=CC(=N2)Br 6-bromo-2-(phenethylthio)pyrazolo[5,1-b]thiazole-3-carboxylic acid ethyl ester